2-bromo-1-(2-(((tert-butyldimethylsilyl)oxy)methyl)-3-fluoropyridin-4-yl)-ethan-1-one BrCC(=O)C1=C(C(=NC=C1)CO[Si](C)(C)C(C)(C)C)F